(2-chloro-5-cyanophenyl)pyrimidine-5-carboxamide ClC1=C(C=C(C=C1)C#N)C1=NC=C(C=N1)C(=O)N